C1C(CC12CCNCC2)C=2C=NC1=CC=C(C=C1N2)OC=2C(=C(C=CC2F)NS(=O)(=O)C(C)C)C#N N-[3-[3-(7-azaspiro[3.5]nonan-2-yl)quinoxalin-6-yl]oxy-2-cyano-4-fluoro-phenyl]propane-2-sulfonamide